C1(=CC=CC=C1)C1=NC(=NC2=CC=CC=C12)N1C=2C=CC=CC2C2=C3C(=C4C(=C12)SC1=C4C=CC=C1)C=CC=C3 14-(4-Phenyl-2-quinazolinyl)-14H-benzo[c][1]benzothieno[2,3-a]carbazole